gold-ruthenium [Ru].[Au]